4-methyl-3-(methylsulfonyl)-N-((2-(6-(pyrrolidin-1-yl)pyridin-2-yl)-1,6-naphthyridin-7-yl)methyl)benzamide CC1=C(C=C(C(=O)NCC2=NC=C3C=CC(=NC3=C2)C2=NC(=CC=C2)N2CCCC2)C=C1)S(=O)(=O)C